Cyclopropyl-(3-(2-(1-(difluoromethyl)-1H-pyrazol-4-yl)-3H-imidazo[4,5-b]pyridin-7-yl)-3,8-diazabicyclo[3.2.1]oct-8-yl)methanone C1(CC1)C(=O)N1C2CN(CC1CC2)C2=C1C(=NC=C2)NC(=N1)C=1C=NN(C1)C(F)F